OCCOC1=CC=C(C=C1)C1(C2=CC=CC(=C2C=2C(=CC=CC12)C=1C2=CC=CC=C2C=2C=CC=CC2C1)C=1C2=CC=CC=C2C=2C=CC=CC2C1)C1=CC=C(C=C1)OCCO 9,9-bis(4-(2-hydroxyethoxy)phenyl)-4,5-di(9-phenanthryl)fluorene